O1CCN(CC1)C=1C2=C(N=C(N1)N1N=C(C=C1)C=1C=C(C=CC1)C)C=C(O2)C2=NC=CC=C2 4-morpholino-6-(pyridin-2-yl)-2-(3-(m-tolyl)-1H-pyrazol-1-yl)furo[3,2-d]pyrimidine